N-(6-(2-chloro-5-fluorophenyl)pyridazin-3-yl)-2-((tetrahydro-2H-pyran-3-yl)methyl)-2-azaspiro[3.3]heptan-6-amine ClC1=C(C=C(C=C1)F)C1=CC=C(N=N1)NC1CC2(CN(C2)CC2COCCC2)C1